C(=O)(OC(C)(C)C)NCCNC N'-Boc-N-methyl-ethylenediamine